3-(4-bromo-2-methyl-phenyl)sulfanyl-7-fluoro-1,4-dimethyl-indole BrC1=CC(=C(C=C1)SC1=CN(C2=C(C=CC(=C12)C)F)C)C